C(C)OC(C(C)(C)OC1=CC(=C(C=C1)CN1CCN(CC1)CC1=CC=C(C=C1)C(F)(F)F)OCCOCC#CC)=O.C(C1=CC=CC=C1)OC(C)Br benzyloxybromoethane Ethyl-2-(3-(2-(but-2-yn-1-yloxy)ethoxy)-4-((4-(4-(trifluoromethyl)benzyl)piperazin-1-yl)methyl)phenoxy)-2-methylpropanoate